BrC1=C(C=CC(=C1)Br)CCCC 2,4-dibromo-1-butylbenzene